bis-(chlorobenzyl) disulfide ClC(C1=CC=CC=C1)SSC(C1=CC=CC=C1)Cl